(1R,2R)-2-fluoro-N-methyl-N'-((5-(trifluoromethyl)pyridin-2-yl)methyl)cyclopropane-1-carbohydrazide F[C@H]1[C@H](C1)C(=O)N(NCC1=NC=C(C=C1)C(F)(F)F)C